CC=1SC=C(N1)C1(CC1)C(N)=N 1-(2-methylthiazol-4-yl)cyclopropane-1-carboximidamide